C(C)N1C(N(C2=NC=CC=C21)C(=O)NCCC2=CC=CC=C2)=O 1-Ethyl-2-oxo-N-phenethyl-1H-imidazo[4,5-b]pyridine-3(2H)-carboxamide